1-acetyl-3-({[(1R)-1-(3,5-diethoxy-4-methylphenyl)ethyl](4-phenylbutyl)carbamoyl}amino)azetidine-3-carboxylic acid C(C)(=O)N1CC(C1)(C(=O)O)NC(N(CCCCC1=CC=CC=C1)[C@H](C)C1=CC(=C(C(=C1)OCC)C)OCC)=O